[Zn+2].C(CN(CC(=O)[O-])CC(=O)[O-])N(CC(=O)[O-])CC(=O)[O-].ClC1=C(OC=2C=CC(=C(C2)S(=O)(=O)NC2CSC2)OC)C(=CC(=C1)N1N=C(C(NC1=O)=O)C(F)F)Cl.[Zn+2] 5-[2,6-dichloro-4-[6-(difluoromethyl)-3,5-dioxo-1,2,4-triazin-2-yl]phenoxy]-2-methoxy-N-(thietan-3-yl)benzenesulfonamide ethylenediaminetetraacetate zinc